C1(CC1)C1=C(C=CC=C1)C(CN(CCNC(OC(C)(C)C)=O)CC1=CC=C(C=C1)OC)=O tert-butyl (2-((2-(2-cyclopropylphenyl)-2-oxoethyl)(4-methoxybenzyl)amino)ethyl)carbamate